ClC=1C(N(C(C1N1CCCCC1)=O)C1=CC=C(C=C1)C)=O 3-chloro-1-(4-methylphenyl)-4-piperidin-1-yl-1H-pyrrole-2,5-dione